8-bromo-3-oxo-1,2,3,4-tetrahydroquinoxaline-6-carbonitrile BrC=1C=C(C=C2NC(CNC12)=O)C#N